(R)-3-(4-cyanophenethyl)-1-(2-(3-methoxyphenyl)propan-2-yl)pyrrolidine-3-carboxylic acid C(#N)C1=CC=C(CC[C@@]2(CN(CC2)C(C)(C)C2=CC(=CC=C2)OC)C(=O)O)C=C1